(S)-2-((R)-8-methoxyisochroman-1-yl)pyrrolidine COC=1C=CC=C2CCO[C@H](C12)[C@H]1NCCC1